2,2,2-trifluoro-1-[4-(methoxycarbonyl)-(4-amino-1-oxa-pent-1-yl)-phenyl]-ethanone oxime FC(C(=NO)C1=C(C=C(C=C1)C(=O)OC)OCCC(C)N)(F)F